(Z)-3-((1H-pyrrol-2-yl)methylene)-5-((4-fluorobenzyl)amino)indolin-2-one N1C(=CC=C1)\C=C\1/C(NC2=CC=C(C=C12)NCC1=CC=C(C=C1)F)=O